COC1=CC(=CC=2N1N=CN2)OC2=C(C=C(N)C=C2)C 4-((5-methoxy-[1,2,4]triazolo[1,5-a]pyridin-7-yl)oxy)-3-methylaniline